C(C=C)(=O)NCCSSCCNC(C=C)=O N,N'-bisacryloylcystamine